O1CCC(=CC1)B([O-])[O-] 3,6-dihydro-2H-pyran-4-boronate